C(C=CCCCCCCCCCCCCCCCCCC)(=O)O[C@H](CO)COP(=O)([O-])OCC[N+](C)(C)C 2-heneicosenoyl-sn-glycero-3-phosphocholine